tert-butyl (R,E)-(1-oxo-7-phenyl-1-(tritylamino)hept-4-en-3-yl)carbamate O=C(C[C@H](\C=C\CCC1=CC=CC=C1)NC(OC(C)(C)C)=O)NC(C1=CC=CC=C1)(C1=CC=CC=C1)C1=CC=CC=C1